NC=1NC=2N(C(C1C1=CC=C(C=C1)OC)=O)N=C(C2C2=CC=CC=C2)C2=CC=CC=C2 5-amino-6-(4-methoxyphenyl)-2,3-diphenylpyrazolo[1,5-a]pyrimidin-7(4H)-one